COC1=CC2=C(N=CO2)C=C1 L-6-methoxy-benzoxazoline